4-methoxyphenethylammonium COC1=CC=C(CC[NH3+])C=C1